5-(2-chloro-5-(isobutyrylaminomethyl)benzoylamino)-N-(2-fluorophenyl)-1-methyl-1H-indole-2-carboxamide ClC1=C(C(=O)NC=2C=C3C=C(N(C3=CC2)C)C(=O)NC2=C(C=CC=C2)F)C=C(C=C1)CNC(C(C)C)=O